BrC1=CC=C2C=CC3=CC=CC4=CC=C1C2=C34 L-1-bromopyrene